BrCC1CCC(CC1)N1N=C2C=C(C(=CC2=C1)NC(=O)C1=NC(=CC=C1)C(F)(F)F)OC N-[2-[4-(bromomethyl)cyclohexyl]-6-methoxy-indazol-5-yl]-6-(trifluoromethyl)pyridine-2-carboxamide